BrC1=CC=C(C=C1)OC(=O)C1C(C2C(C3=NC=C(C=C3O2)Cl)(C1C#N)O)C1=CC=CC=C1 (4-bromophenyl)-3-chloro-8-cyano-8a-hydroxy-6-phenyl-5a,7,8,8a-tetrahydro-6H-cyclopenta[4,5]furo[3,2-b]pyridine-7-carboxylate